4-methyl-2-(methylthio)-6-((2-oxo-2,3-dihydropyrimidin-4-yl)methyl)-4H-thiazolo[5',4':4,5]pyrrolo[2,3-d]pyridazin-5(6H)-one CN1C2=C(C3=C1C(N(N=C3)CC=3NC(N=CC3)=O)=O)SC(=N2)SC